Calcium chloride [Cl-].[Ca+2].[Cl-]